(S)-N-(8-(2,4-dichlorophenyl)-9-(4-((1-(3-fluoropropyl)pyrrolidin-3-yl)oxy)phenyl)-6,7-dihydro-5H-benzo[7]annulen-3-yl)cyclopropanecarboxamide ClC1=C(C=CC(=C1)Cl)C=1CCCC2=C(C1C1=CC=C(C=C1)O[C@@H]1CN(CC1)CCCF)C=CC(=C2)NC(=O)C2CC2